C(C)(C)(C)OC(NC1CCC(CC1)NC1=CC(=C(C=C1)C(C)(C)C)OCCCCCC)=O (4-((4-(tert-butyl)-3-(hexyloxy)phenyl)amino)cyclohexyl)carbamic acid tert-butyl ester